6-chloro-N-{3-[2-(4-chloro-3-fluorophenoxy)acetamido]bicyclo[1.1.1]pentan-1-yl}-4-(2-ethoxyethanesulfonyl)-3,4-dihydro-2H-1,4-benzoxazine-2-carboxamide ClC=1C=CC2=C(N(CC(O2)C(=O)NC23CC(C2)(C3)NC(COC3=CC(=C(C=C3)Cl)F)=O)S(=O)(=O)CCOCC)C1